(1-diazo-2-oxo-propyl)-phosphonic acid dimethyl ester COP(OC)(=O)C(C(C)=O)=[N+]=[N-]